Benzo(1,2,3)thiadiazole-7-carbothioic acid-S-methyl ester CSC(=O)C1=CC=CC=2N=NSC21